C1(CC1)C=1C(NC=2C=C(C=NC2C1)CN1CCN(CC1)C=1C=CC(=NC1)C(=O)N[C@H]1COCC1)=O (R)-5-(4-((7-cyclopropyl-6-oxo-5,6-dihydro-1,5-naphthyridin-3-yl)methyl)piperazin-1-yl)-N-(tetrahydrofuran-3-yl)picolinamide